6-[(2S)-2-aminopropyl]-2-chloro-N-[(furan-2-yl)methyl]-5-methyl-7H-pyrrolo[2,3-d]pyrimidin-4-amine hydrochloride Cl.N[C@H](CC1=C(C2=C(N=C(N=C2NCC=2OC=CC2)Cl)N1)C)C